6-(trifluoromethyl)quinoline-2,4-dicarboxylic acid FC(C=1C=C2C(=CC(=NC2=CC1)C(=O)O)C(=O)O)(F)F